CN[C@H](C(=O)O)CC=1C=NC=CC1 (2S)-2-(methylamino)-3-(3-pyridyl)propionic acid